ClC1=NC=CC(=N1)NC1=CC(=C(C=C1)F)Cl 2-chloro-4-(3-chloro-4-fluorophenylamino)pyrimidine